N-[2-(1-benzylpiperidin-4-yl)ethyl]-1-(2-fluorophenyl)piperidine-4-carboxamide C(C1=CC=CC=C1)N1CCC(CC1)CCNC(=O)C1CCN(CC1)C1=C(C=CC=C1)F